6-Chloro-10-ethyl-1-(6-methyl-4-(trifluoromethyl)pyridin-2-yl)-5-(2-(4-methylpiperazin-1-yl)ethyl)-1,3a,4,5,10,11a-hexahydro-2H-benzo[b]pyrrolo[2,3-f][1,4]diazocine-2,11(3H)-dione ClC1=CC=CC2=C1N(CC1C(C(N2CC)=O)N(C(C1)=O)C1=NC(=CC(=C1)C(F)(F)F)C)CCN1CCN(CC1)C